methyl 2-[(6-chloro-5-methyl-pyridazin-3-yl)-[2-(2,2-dimethyl-1,3-dioxolan-4-yl)ethyl]amino]thiazole-4-carboxylate ClC1=C(C=C(N=N1)N(C=1SC=C(N1)C(=O)OC)CCC1OC(OC1)(C)C)C